(S)-6-((s)-5H-imidazo[5,1-a]isoindol-5-yl)-6,7-dihydro-5H-cyclopenta[c]pyridin-7-ol C=1N=CN2C1C1=CC=CC=C1[C@@H]2[C@@H]2CC1=C(C=NC=C1)C2O